N[C@@H](C)C1=NC(=NN1)C1CC1 5-[(1S)-1-aminoethyl]-3-cyclopropyl-1H-1,2,4-triazol